(1R)-(S)-Pinandiol [C@]12([C@@](CCC(C1(C)C)C2)(C)O)O